ClC=1C=C(C#N)C=C(C1)CCN1C[C@H]([C@@H](C1)C)COC1=CC=C(C=C1)S(=O)(=O)C(CO)(C)C 3-chloro-5-{2-[(3s,4s)-3-{[4-(1-hydroxy-2-methylpropan-2-sulfonyl)phenoxy]methyl}-4-methylpyrrolidin-1-yl]ethyl}benzonitrile